methyl-2-acetoxy-6-(3,5-dichlorophenyl)-3-fluoroisonicotinic acid CC1=C(N=C(C(=C1C(=O)O)F)OC(C)=O)C1=CC(=CC(=C1)Cl)Cl